BrC1=C(C(=C(C=O)C(=C1)C(F)F)F)C 4-bromo-6-(difluoromethyl)-2-fluoro-3-methylbenzaldehyde